CC(C)(C)C=1C=C(C(=O)OCC)C=C(C1O)C(C)(C)C ethyl 3,5-bis(1,1-dimethylethyl)-4-hydroxybenzoate